O1COC2=C1C=CC(=C2)C(C)N2CCN(CC2)C=2SC(=CN2)C(=O)NC(C)C 2-(4-(1-(benzo[d][1,3]dioxol-5-yl)ethyl)piperazin-1-yl)-N-isopropylthiazole-5-carboxamide